7,7-difluoro-5-phenyl-N-[(3S)-7,9-difluoro-2-oxo-1,3,4,5-tetrahydro-1-benzazepine-3-yl]-5,6-dihydropyrrolo[1,2-b][1,2,4]Triazole FC1(CC(N2N=CN(C21)[C@@H]2C(NC1=C(CC2)C=C(C=C1F)F)=O)C1=CC=CC=C1)F